4-chloro-2-(3-chloro-4-fluorophenyl)-6,7-dihydro-5H-cyclopenta[b]pyridine ClC1=C2C(=NC(=C1)C1=CC(=C(C=C1)F)Cl)CCC2